CNCC[C@@H](C=1SC=CC1)OC1=C2C=CC=NC2=CC=C1 (S)-N-methyl-3-(quinolin-5-yloxy)-3-(thiophen-2-yl)propan-1-amine